2-thiophenesulfonyl-hydrazine S1C(=CC=C1)S(=O)(=O)NN